C(C)NC1=C(C=CC=C1)NC1=CC=CC=C1 N-ethyl-N'-phenyl-phenylenediamine